NC1=C2C(=NC=N1)N(N=C2C2=CC=C(CNC(C1=C(C=CC(=C1)F)OC)=O)C=C2)CC2N(CCC(C2)C)C(=O)N2N=CN=C2 N-(4-(4-amino-1-((4-methyl-1-(1H-1,2,4-triazole-1-carbonyl)piperidin-2-yl)methyl)-1H-pyrazolo[3,4-d]pyrimidin-3-yl)benzyl)-5-fluoro-2-methoxybenzamide